C1CCC2=C(C=3CCCC3C=C12)NC(=O)OCC(=O)OC1CCC1 Cyclobutyl 2-{[(1,2,3,5,6,7-hexahydro-s-indacen-4-yl)-carbamoyl]oxy}acetate